anti-hydroxybenzoic acid OC1=C(C(=O)O)C=CC=C1